(4-oxo-4H-quinolin-1-yl)-acetyl-(4-phenylbenzylidene)hydrazine O=C1C=CN(C2=CC=CC=C12)N(N=CC1=CC=C(C=C1)C1=CC=CC=C1)C(C)=O